(4-methylphenyl)-3,5-dinitropyrazole CC1=CC=C(C=C1)C=1C(=NNC1[N+](=O)[O-])[N+](=O)[O-]